Triethyl-1-(4-nitrophenyl)-4-oxo-1,4-dihydropyridine-2,3,5-tricarboxylate C(C)OC(=O)C=1N(C=C(C(C1C(=O)OCC)=O)C(=O)OCC)C1=CC=C(C=C1)[N+](=O)[O-]